2,6-difluoro-3-(6-(((3aR,5s,6aS)-2-((tetrahydro-2H-pyran-4-yl)methyl)octahydro-cyclopenta[c]pyrrol-5-yl)amino)-5-(trifluoro-methyl)pyridazin-3-yl)benzonitrile FC1=C(C#N)C(=CC=C1C=1N=NC(=C(C1)C(F)(F)F)NC1C[C@@H]2[C@@H](CN(C2)CC2CCOCC2)C1)F